(3,4-epoxycyclohexyl)-propyltri-n-propoxysilane C1(CC2C(CC1)O2)C(CC)O[Si](OCCC)(OCCC)CCC